COC(=O)C1=NC(=NC(=C1)C)N1C[C@@H](CC1)OC1=C(C=CC=C1)C(F)(F)F |r| (±)-6-methyl-2-(3-(2-(trifluoromethyl)phenoxy)pyrrolidin-1-yl)pyrimidine-4-carboxylic acid methyl ester